[1,3]dioxin O1COCC=C1